O1C(OCC1)C1=NN(C2=CC(=CC=C12)C(=O)OC)C methyl 3-(1,3-dioxolan-2-yl)-1-methylindazole-6-carboxylate